C(C)OC(C(C(C(=O)OCC)CC)(CC)C#N)=O 2-cyano-2,3-diethylbutanedioic acid diethyl ester